(3-mercaptopropyl)(methyl)dimethoxysilane SCCC[Si](OC)(OC)C